N[C@H](C#N)CC1C(NCC1)=O (S)-2-amino-3-(2-oxopyrrolidin-3-yl)propanenitrile